CC(CC(C)O)=C 4-methyl-4-penten-2-ol